CC=1C=2N(C=C(N1)C)N=C(C2)N 4,6-dimethylpyrazolo[1,5-a]pyrazin-2-amine